N1(N=CC=C1)C1=CC=C(CC(C2=CC=CC(=N2)NCC(=O)OC(C)C)NS(=O)(=O)C=2C=NC=CC2)C=C1 isopropyl (6-{[4-(pyrazol-1-yl) benzyl](pyridin-3-ylsulfonyl) aminomethyl}pyridin-2-ylamino)acetate